tert-butyl 5-methyl-4-[2-methyl-4-(1-methylpyrazol-4-yl)phenyl]sulfonyl-2,3-dihydroquinoxaline-1-carboxylate CC1=C2N(CCN(C2=CC=C1)C(=O)OC(C)(C)C)S(=O)(=O)C1=C(C=C(C=C1)C=1C=NN(C1)C)C